3-(Trimethylsilyl)-1-propanesulfonic acid sodium salt [Na+].C[Si](CCCS(=O)(=O)[O-])(C)C